(2R,3R,11bR)-3-(2,2-dimethylpropyl)-10-methoxy-9-(3,3,3-trifluoro-2-hydroxy-2-methylpropoxy)-1H,2H,3H,4H,6H,7H,11bH-pyrido[2,1-a]isoquinolin-2-ol CC(C[C@H]1[C@@H](C[C@H]2N(CCC3=CC(=C(C=C23)OC)OCC(C(F)(F)F)(C)O)C1)O)(C)C